C(C)(=O)N1CCN(CC1)C1=CC=C(NC2=NC(=C3N=CN(C3=N2)C2OCCCC2)OC=2C=C(C=CC2)NC(C=C)=O)C=C1 N-(3-(2-(4-(4-acetylpiperazin-1-yl)anilino)-9-(tetrahydro-2H-pyran-2-yl)-9H-purin-6-yloxy)phenyl)acrylamide